2-fluoro-6-oxopyridin FC=1NC(C=CC1)=O